[Si].[B].[Ni] nickel-boron-silicon